ClC1=CC(=C(C(=C1)F)NC=1N(C2=NC(=NC=C2N1)N[C@H]1[C@@H](COCC1)C)C1CCC(CC1)C(=O)N)F (1S,4s)-4-(8-(4-chloro-2,6-difluorophenylamino)-2-((3S,4R)-3-methyltetrahydro-2H-pyran-4-ylamino)-9H-purin-9-yl)cyclohexanecarboxamide